N1=C(C=CC=C1)C=1C(=NC2=CC=CC=C2C1)C(=O)N (pyridin-2-yl)quinoline-2-carboxamide